tert-butyl 6-amino-2-methoxy-3',6'-dihydro-[3,4'-bipyridine]-1'(2'H)-carboxylate NC1=CC=C(C(=N1)OC)C=1CCN(CC1)C(=O)OC(C)(C)C